dipyridoxyldiphosphate C(C=1C(CO)=CN=C(C)C1O)OP(OCC=1C(CO)=CN=C(C)C1O)(=O)OP(=O)([O-])[O-]